(1S,3S)-3-((6-(5-(((5-butyl-1,2,4-triazin-3-yl)amino)methyl)-1-methyl-1H-1,2,3-triazol-4-yl)-2-methylpyridin-3-yl)oxy)cyclohexane-1-carboxylic acid C(CCC)C=1N=C(N=NC1)NCC1=C(N=NN1C)C1=CC=C(C(=N1)C)O[C@@H]1C[C@H](CCC1)C(=O)O